NC1=C2C(=NC=N1)N(N=C2C2=CC=C(C=C2)OC2=CC=CC=C2)C2C(CCCC2)N(C(=O)N2N=CN=C2)C N-(2-(4-amino-3-(4-phenoxyphenyl)-1H-pyrazolo[3,4-d]pyrimidin-1-yl)cyclohexyl)-N-methyl-1H-1,2,4-triazole-1-carboxamide